CN(C(NCCCCN(CCCCCCCS(=O)(=O)N(CCCCCCCC)CCCCCCCC)CCCCCCCS(=O)(=O)N(CCCCCCCC)CCCCCCCC)=S)C 7,7'-((4-(3,3-dimethylthioureido)butyl)azanediyl)bis(N,N-dioctylheptane-1-sulfonamide)